8-(3,4-dimethoxyphenyl)-2,7-dimethyl-N-(p-tolylmethyl)pyrazolo[1,5-a][1,3,5]triazin-4-amine COC=1C=C(C=CC1OC)C=1C(=NN2C1N=C(N=C2NCC2=CC=C(C=C2)C)C)C